ethyl (S)-2-amino-2-phenylacetate hydrochloride Cl.N[C@H](C(=O)OCC)C1=CC=CC=C1